(3,4-Dimethoxyphenylethyl)-6-(4-(dimethylamino)piperidin-1-yl)-1,3,5-triazine-2,4-diamine COC=1C=C(C=CC1OC)CCNC1=NC(=NC(=N1)N)N1CCC(CC1)N(C)C